racemic-N-(1-(2,2-dimethylcyclopropyl)-2-oxo-1,2-dihydropyridin-3-yl)-7-isopropoxy-2-(1-methyl-2-oxabicyclo[2.1.1]hexan-4-yl)imidazo[1,2-a]pyrimidine-6-carboxamide CC1([C@@H](C1)N1C(C(=CC=C1)NC(=O)C=1C(=NC=2N(C1)C=C(N2)C21COC(C2)(C1)C)OC(C)C)=O)C |r|